2-[[(phenylacetyl)amino]methyl]-5,5-dimethylthiazolidine-4-carboxylic acid C1(=CC=CC=C1)CC(=O)NCC1SC(C(N1)C(=O)O)(C)C